2-(1-hydroxyethyl)naphtho[2,3-b]furan-4,9-quinone OC(C)C1=CC2=C(O1)C(C1=CC=CC=C1C2=O)=O